FC=1C(=NC=CC1I)NS(=O)(=O)C=1C(=NC=C(C1)Cl)OC N-(3-fluoro-4-iodopyridin-2-yl)-5-chloro-2-methoxypyridine-3-sulfonamide